CC(C[C@@H](C(N[C@H](C=O)C[C@H]1C(NCC1)=O)=O)NC(OC(C)(C)C1CCC(CC1)(F)F)=O)C 2-(4,4-Difluorocyclohexyl)propan-2-yl ((S)-4-methyl-1-oxo-1-(((S)-1-oxo-3-((S)-2-oxo pyrrolidin-3-yl)propan-2-yl)amino)pentan-2-yl)carbamate